N-(6-formyl-1-methylindol-3-yl)-4-(trifluoromethoxy)benzamidine C(=O)C1=CC=C2C(=CN(C2=C1)C)NC(C1=CC=C(C=C1)OC(F)(F)F)=N